((R)-3-(3,4-dihydroisoquinolin-2(1H)-yl)-2-hydroxypropyl)-N-methyl-6-(trifluoromethyl)-5,6,7,8-tetrahydroimidazo[1,2-a]pyridine-2-carboxamide C1N(CCC2=CC=CC=C12)C[C@@H](CC1=C(N=C2N1CC(CC2)C(F)(F)F)C(=O)NC)O